C1(CCCCC1)P(C1=C(C=CC=C1)C1=C(C=C(C=C1C(C)C)C(C)C)C(C)C)C1CCCCC1 dicyclohexyl-[2-(2,4,6-triisopropylphenyl)-phenyl]phosphine